(Fmoc) ethyl carbonate C(OC(=O)OCC1C2=CC=CC=C2C2=CC=CC=C12)(OCC)=O